C(C)SC1=NC(=CC(=C1C(=O)NCC1=C(C=C(C=C1)F)C1=CC=C(C=C1)F)C)N1CCOCC1 2-Ethylsulfanyl-N-[[4-fluoro-2-(4-fluorophenyl)-phenyl]methyl]-4-methyl-6-morpholin-4-yl-pyridine-3-carboxylic acid amide